5-(8-(4-Chlorophenyl)-2-imino-3-methyl-2,3-dihydro-1H-imidazo[4,5-c]quinolin-1-yl)-2-(piperazin-1-yl)benzonitrile ClC1=CC=C(C=C1)C1=CC=2C3=C(C=NC2C=C1)N(C(N3C=3C=CC(=C(C#N)C3)N3CCNCC3)=N)C